C1OC=2C=C(/C=C/C(=O)O)C=CC2O1 trans-3,4-(methylenedioxy)-cinnamic acid